calcium 5-methyl-tetrahydrofolate CN1C=2C(NC(=NC2NCC1CNC1=CC=C(C(N[C@@H](CCC(=O)[O-])C(=O)O)=O)C=C1)N)=O.[Ca+2].CN1C=2C(NC(=NC2NCC1CNC1=CC=C(C(N[C@@H](CCC(=O)[O-])C(=O)O)=O)C=C1)N)=O